O=C1NC(CCC1N1C(C2=CC=C(C=C2C1=O)N1CCC(CC1)N1CCNCC1)=O)=O 2-(2,6-dioxopiperidin-3-yl)-5-[4-(piperazin-1-yl)piperidin-1-yl]isoindole-1,3-dione